NC1=NC=2C=C(C(=CC2C2=C1C=NN2C)C(=O)N([C@@H]2COC1=C2C=CC(=C1)OC(F)(F)F)C)Cl 4-amino-7-chloro-N,1-dimethyl-N-((3S)-6-(trifluoromethoxy)-2,3-dihydro-1-benzofuran-3-yl)-1H-pyrazolo[4,3-c]quinoline-8-carboxamide